COC=1C=CC=2N(C1)N=C(N2)C2=C1C=C(N=CC1=C(N=C2)NC([2H])([2H])[2H])NC(=O)[C@@H]2[C@@H](C2)C (1S,2R)-N-(5-(6-methoxy-[1,2,4]triazolo[1,5-a]pyridin-2-yl)-8-((methyl-d3)amino)-2,7-naphthyridin-3-yl)-2-methylcyclopropane-1-carboxamide